1-(4-((3-(4-(cyanomethoxy)-2,3-difluorophenyl)imidazo[1,2-a]pyrazin-8-yl)amino)-2-methylbenzoyl)-N-(3-(methylamino)propyl)piperidine-4-carboxamide C(#N)COC1=C(C(=C(C=C1)C1=CN=C2N1C=CN=C2NC2=CC(=C(C(=O)N1CCC(CC1)C(=O)NCCCNC)C=C2)C)F)F